O1C=NN=C1 1,3,4-oxazazole